7-(5-(5-(8-acetyl-3,8-diazabicyclo[3.2.1]oct-3-yl)-1,3,4-thiadiazol-2-yl)-4-(isopropylamino)pyridin-2-yl)pyrrolo[1,2-b]pyridazine-3-carbonitrile C(C)(=O)N1C2CN(CC1CC2)C2=NN=C(S2)C=2C(=CC(=NC2)C2=CC=C1N2N=CC(=C1)C#N)NC(C)C